N-(2-((2,5-dichloropyrimidin-4-yl)amino)-5-hydroxyphenyl)-N-methylmethanesulfonamide ClC1=NC=C(C(=N1)NC1=C(C=C(C=C1)O)N(S(=O)(=O)C)C)Cl